2-(benzylamino)benzonitrile C(C1=CC=CC=C1)NC1=C(C#N)C=CC=C1